N-((2-(6-(4-hydroxy-3,3-dimethylpyrrolidin-1-yl)pyridin-2-yl)-1,6-naphthyridin-7-yl)methyl)-4-methyl-3-(methylsulfonyl)benzamide OC1C(CN(C1)C1=CC=CC(=N1)C1=NC2=CC(=NC=C2C=C1)CNC(C1=CC(=C(C=C1)C)S(=O)(=O)C)=O)(C)C